1-[2-(3-hydroxypyrrolidin-1-yl)ethyl]-4-methyl-3-{3-methyl-5-[4-(trifluoromethyl)phenoxy]phenyl}-1H,4H,5H-pyrrolo[3,2-b]pyridin-5-one OC1CN(CC1)CCN1C=C(C=2N(C(C=CC21)=O)C)C2=CC(=CC(=C2)OC2=CC=C(C=C2)C(F)(F)F)C